tert-butyl-7-oxo-8-((2-oxo-2,3-dihydro-1H-benzo[d]imidazol-5-yl) methylene)-2-azaspiro[4.4]nonane-2-carboxylate C(C)(C)(C)OC(=O)N1CC2(CC1)CC(C(C2)=CC2=CC1=C(NC(N1)=O)C=C2)=O